FC1=CC=C(C=C1)N1C(C=2C(=NC=3C=CC=CC3C2C1=O)C)=O 2-(4-fluorophenyl)-4-methyl-1H,2H,3H-pyrrolo[3,4-c]quinoline-1,3-dione